C(C)C=1C2=C(SC1C#CCNC1=C(C=C(C(=C1)F)S(=O)(=O)C)OC)C=CC=C2 3-ethyl-2-(3-((5-fluoro-2-methoxy-4-(methylsulfonyl)phenyl)amino)prop-1-yn-1-yl)benzo[b]thiophen